Cl.C1(CC1)C(=O)NC1=NC=C(C(=O)NC([2H])([2H])[2H])C(=C1)NC1=CN(C=2N=CN(C(C21)=O)CC(F)(F)F)C 6-(Cyclopropanecarboxamido)-N-(methyl-d3)-4-((7-methyl-4-oxo-3-(2,2,2-trifluoroethyl)-4,7-dihydro-3H-pyrrolo[2,3-d]pyrimidin-5-yl)amino)nicotinamide hydrochloride